5-(N-(2-cyclopentylethyl)sulfamoyl)-3-methylbenzofuran-2-carboxylic acid ethyl ester C(C)OC(=O)C=1OC2=C(C1C)C=C(C=C2)S(NCCC2CCCC2)(=O)=O